(S)-4-(3-(6-Bromo-7-((1-(ethylsulfonyl)pyrrolidin-3-yl)amino)-3H-imidazo[4,5-b]pyridin-2-yl)-2,5-dimethyl-1H-pyrrol-1-yl)-N-(2-(4-methylpiperazin-1-yl)ethyl)benzamid BrC=1C(=C2C(=NC1)NC(=N2)C2=C(N(C(=C2)C)C2=CC=C(C(=O)NCCN1CCN(CC1)C)C=C2)C)N[C@@H]2CN(CC2)S(=O)(=O)CC